BrC1=CC(=NC=C1)CC(C(=O)OC(C)(C)C)[C@@H]1CN(CC1)C(=O)OC(C)(C)C tert-butyl (3R)-3-(3-(4-bromopyridin-2-yl)-1-(tert-butoxy)-1-oxopropan-2-yl)pyrrolidine-1-carboxylate